NCC1=NNC(C2=C(C=C(C=C12)C1=C(N(N=C1)C)C1=C(C#N)C(=CC=C1F)OC1CC1)Cl)=O (M)-2-[4-[4-(aminomethyl)-8-chloro-1-oxo-2H-phthalazin-6-yl]-2-methyl-pyrazol-3-yl]-6-(cyclopropoxy)-3-fluoro-benzonitrile